dinaphthol boron oxygen [O].[B].C1(=CC=CC2=CC=CC=C12)O.C1(=CC=CC2=CC=CC=C12)O